C(#N)C1=CC(=C(C=C1)C1C=C(NC2=C3C(=NC(=C12)OCC)C=CC=C3)C)OC 4-(4-cyano-2-methoxyphenyl)-5-ethoxy-2-methyl-1H,4H-benzo[h]1,6-naphthyridin